4-(7-(3-Aminopiperidin-1-yl)-3-(4-cyclopropyl-2,6-difluorophenyl)-3H-imidazo[4,5-b]pyridin-2-yl)-2-fluorobenzonitrile NC1CN(CCC1)C1=C2C(=NC=C1)N(C(=N2)C2=CC(=C(C#N)C=C2)F)C2=C(C=C(C=C2F)C2CC2)F